(R)-(4-fluorophenyl)oxirane FC1=CC=C(C=C1)[C@H]1OC1